CC(CNCCN1C2=NC=NC(=C2N=C1SC1=CC2=C(OCO2)C=C1[Sn](C)(C)C)N)(C)C 9-[2-(2,2-Dimethyl-propylamino)-ethyl]-8-(6-trimethylstannanyl-benzo[1,3]dioxol-5-ylsulfanyl)-9H-purin-6-ylamine